(S)-1-((6-cyclopropylpyridin-3-yl)carbamoyl)-6-azaspiro[2.5]octane-6-carboxylate C1(CC1)C1=CC=C(C=N1)NC(=O)[C@H]1CC12CCN(CC2)C(=O)[O-]